C(=O)O.C(#N)C1=C(C=CC(=C1)C(F)(F)F)N1CCC(CC1)(C(=O)N[C@@H]1CN(CC1)C)C=1C=NC(=C(C1)F)C1=C(C=CC=C1)OCC 1-[2-cyano-4-(trifluoromethyl)phenyl]-4-[6-(2-ethoxyphenyl)-5-fluoropyridin-3-yl]-N-[(3S)-1-methylpyrrolidin-3-yl]piperidine-4-carboxamide formate salt